OC1=C(C(=CC=C1)OC)C(C=CC1=CC(=CC=C1)OC)=O 1-(2-Hydroxy-6-methoxyphenyl)-3-(3-methoxyphenyl)prop-2-en-1-one